Cl.N1CC(CC1)OC(=O)N1C=CC2=C1N=CN=C2N(C)[C@H]2CN(CC[C@H]2C)C(CC#N)=O 4-[[(3R,4R)-1-(2-cyanoacetyl)-4-methyl-3-piperidinyl]-methyl-amino]Pyrrolo[2,3-d]Pyrimidine-7-carboxylic acid pyrrolidin-3-yl ester hydrochloride